6-(6-(difluoromethyl)imidazo[1,2-a]pyridin-3-yl)-N-((3S,4S)-4-methoxypyrrolidin-3-yl)pyridin-2-amine FC(C=1C=CC=2N(C1)C(=CN2)C2=CC=CC(=N2)N[C@H]2CNC[C@@H]2OC)F